2-{3-[(3,3-dimethylazetidin-2-yl)methoxy]pyridin-4-yl}-3-[(3-fluoro-2-methoxyphenyl)amino]-1H,5H,6H,7H-pyrrolo[3,2-c]pyridin-4-one CC1(C(NC1)COC=1C=NC=CC1C1=C(C=2C(NCCC2N1)=O)NC1=C(C(=CC=C1)F)OC)C